BrC1=CC=C(C(=N1)[C@](C)([C@H]([C@@H](C(F)(F)F)O[Si](C)(C)C)F)N[S@](=O)C(C)(C)C)F (R)-N-((2R,3R,4S)-2-(6-bromo-3-fluoropyridin-2-yl)-3,5,5,5-tetrafluoro-4-(trimethylsilyloxy)pentan-2-yl)-2-methylpropane-2-sulfinamide